CCCC(CCC)C1=C(C(=CC=C1)C(CCC)CCC)N1C(N(C(=C1Cl)Cl)C1=C(C=CC=C1C(CCC)CCC)C(CCC)CCC)[Pd](Cl)Cl {1,3-bis[2,6-bis(heptan-4-yl)phenyl]-4,5-dichloro-2,3-dihydro-1H-imidazol-2-yl}dichloropalladium